C1(CC1)COC1=CC=C(C=C1)C1=CC(=CN=N1)C(=O)O 6-[4-(Cyclopropylmethoxy)phenyl]pyridazine-4-carboxylic acid